3-((5-bromo-2-chlorophenyl)ethynyl)tetrahydrofuran BrC=1C=CC(=C(C1)C#CC1COCC1)Cl